OCCNCC=1C=C2C(N(C(C2=CC1OCC1=CC=C(C=C1)C(C)C)=O)C=1C(=C(C=CC1)C1=CC=CC=C1)C)=O 5-(((2-Hydroxyethyl)amino)methyl)-6-((4-isopropylbenzyl)oxy)-2-(2-methyl-[1,1'-Biphenyl]-3-yl)isoindole-1,3-dione